4-(2'-(4,5-Dimethyl-1H-imidazol-2-yl)-3,4'-bipyridin-5-carbonyl)piperazin-1-carboxamid CC=1N=C(NC1C)C1=NC=CC(=C1)C=1C=NC=C(C1)C(=O)N1CCN(CC1)C(=O)N